(S)-N-(5-(2-amino-3,5-difluorobenzamido)-1-(5-(naphthalen-2-yl)-1H-imidazol-2-yl)pentyl)thiazole-5-carboxamide NC1=C(C(=O)NCCCC[C@@H](C=2NC(=CN2)C2=CC3=CC=CC=C3C=C2)NC(=O)C2=CN=CS2)C=C(C=C1F)F